FC1=C2C=CN(C2=CC(=C1OC=1C=CC(=C(C1)N1N=C(CC1=O)C(C)C=1C(=C(C=CC1)CCC(=O)[O-])F)F)F)S(=O)(=O)C1=CC=C(C=C1)C 3-[3-[1-[1-[5-[4,6-difluoro-1-(p-tolylsulfonyl)indol-5-yl]oxy-2-fluoro-phenyl]-5-oxo-4H-pyrazol-3-yl]ethyl]-2-fluoro-phenyl]propanoate